C(C1CO1)OCCC[Si](OC)(OC)C 3-glycidoxypropylmethyldimethoxysilane